tert-Butyl 3-[(2-tert-butyl-4-chloro-5-methyl-phenoxy)methyl]pyrazole-1-carboxylate C(C)(C)(C)C1=C(OCC2=NN(C=C2)C(=O)OC(C)(C)C)C=C(C(=C1)Cl)C